3-(1-methoxyethyl)-5-nitro-1-((2-(trimethylsilyl)ethoxy)methyl)-1H-indazole COC(C)C1=NN(C2=CC=C(C=C12)[N+](=O)[O-])COCC[Si](C)(C)C